2-methoxymethyl-piperazine-1-carboxylic acid tert-butyl ester C(C)(C)(C)OC(=O)N1C(CNCC1)COC